N-(2-(dimethylamino)-2-oxoethyl)-4-((3-(4-methoxy-phenyl)imidazo[1,2-a]pyrazin-8-yl)amino)-2-methylbenzamide CN(C(CNC(C1=C(C=C(C=C1)NC=1C=2N(C=CN1)C(=CN2)C2=CC=C(C=C2)OC)C)=O)=O)C